OO hydrogen peroxid